N-(4-bromo-2-iodo-phenyl)-N-(2-cyclopropyl-2-oxo-ethyl)formamide BrC1=CC(=C(C=C1)N(C=O)CC(=O)C1CC1)I